C(=O)(O)C=1C=C(C=C(C1)S(=O)(=O)NC)B1OC(C(O1)(C)C)(C)C 5-carboxyl-N-methyl-3-(4,4,5,5-tetramethyl-1,3,2-dioxaborolan-2-yl)benzenesulfonamide